C(CCCCCC(=O)[O-])(=O)OC methyl heptanedioate